pentadecane-1,1-diol C(CCCCCCCCCCCCCC)(O)O